(3-fluoro-2-(trifluoromethyl) phenyl) sulfide FC=1C(=C(C=CC1)SC1=C(C(=CC=C1)F)C(F)(F)F)C(F)(F)F